7-chloro-1-(3-chloro-1,2,4-thiadiazol-5-yl)-6-fluoro-4-oxo-1,4-dihydro-1,8-naphthyridine-3-carboxylic acid ethyl ester C(C)OC(=O)C1=CN(C2=NC(=C(C=C2C1=O)F)Cl)C1=NC(=NS1)Cl